4-(di-adamantylphosphino)butane-1-sulfonic acid C12(CC3CC(CC(C1)C3)C2)P(CCCCS(=O)(=O)O)C23CC1CC(CC(C2)C1)C3